N-[(1-Amino-6-isoquinolyl)methyl]-4-chloro-5-[[(3R)-3-(3-pyridylamino)pyrrolidin-1-yl]methyl]thiophene-2-carboxamide tert-Butyl-(3R)-3-(3-pyridylamino)pyrrolidine-1-carboxylate C(C)(C)(C)OC(=O)N1C[C@@H](CC1)NC=1C=NC=CC1.NC1=NC=CC2=CC(=CC=C12)CNC(=O)C=1SC(=C(C1)Cl)CN1C[C@@H](CC1)NC=1C=NC=CC1